2-((4-phenylbenzyl)amino)glycine ethyl ester C(C)OC(C(N)NCC1=CC=C(C=C1)C1=CC=CC=C1)=O